2-glycylglycylglycylglycyl-L-serylglycylglycylglycylglycyl-L-seryllysine NCC(=O)C(N)C(=O)NCC(=O)NCC(=O)N[C@@H](CO)C(=O)NCC(=O)NCC(=O)NCC(=O)NCC(=O)N[C@@H](CO)C(=O)N[C@@H](CCCCN)C(=O)O